C(CCCCCCCCCCCCCC=CCCCCCCCC)(=O)OCCCCCCCCCCCCCCCCCCCCC(=O)O 21-(tetracosan-15-enoyloxy)-heneicosanoic acid